FC=1C(=CC(=NC1)OC)[C@H](C(=O)N1CC2(NC3=NC(=C(C=C3CC2)C2=NC=CC=N2)F)CC1)C (2R)-2-(5-fluoro-2-methoxypyridin-4-yl)-1-(7'-fluoro-6'-(pyrimidine-2-yl)-3',4'-dihydro-1'H-spiro[pyrrolidine-3,2'-[1,8]naphthyridine]-1-yl)propane-1-one